C(C)(C)(C)C1=NN=C(O1)C1=C(C=C(C=C1)C(=O)N1CCN(CC1)C=1OC=2C(=NC(=CC2)C)N1)C(F)(F)F [4-(5-tert-butyl-1,3,4-oxadiazol-2-yl)-3-(trifluoromethyl)phenyl]-[4-(5-methyloxazolo[4,5-b]pyridin-2-yl)piperazin-1-yl]methanone